COC1=CC=C(C=C1)C(CC(=O)OC)=O methyl 3-(4-methoxyphenyl)-3-oxopropionate